phosphonat P([O-])([O-])=O